C(C)(=O)O.NCC(=O)NC(CC1=CNC2=CC=CC=C12)C 2-amino-N-[2-(1H-indol-3-yl)-1-methylethyl]acetamide acetate